Dimethyl 1-bromo-4-methyl-3-[[1-[(2-methylpropan-2-yl)oxycarbonyl]-5-oxopiperazin-2-yl]methoxy]-5,7-dihydrocyclopenta[c]pyridine-6,6-dicarboxylate BrC1=NC(=C(C2=C1CC(C2)(C(=O)OC)C(=O)OC)C)OCC2N(CC(NC2)=O)C(=O)OC(C)(C)C